COC1=NN(C2=C(C=CC=C12)O)CCN1N=C(C=C1)C(F)(F)F 3-Methoxy-1-{2-[3-(trifluoromethyl)-1H-pyrazole-1-yl]ethyl}-1H-indazole-7-ol